BrC1=CC=C(C=C1)C(C)C=1N=C(SC1)NC(=O)NCC1=CC=C(C=C1)N1CCNCC1 1-(4-(1-(4-bromophenyl)-ethyl)thiazol-2-yl)-3-(4-(piperazin-1-yl)benzyl)-urea